2-Hydroxy-6-methoxy-1-(4-methoxyphenyl)-2-(4-nitrophenyl)-2,3-dihydro-1H-indol-3-one OC1(N(C2=CC(=CC=C2C1=O)OC)C1=CC=C(C=C1)OC)C1=CC=C(C=C1)[N+](=O)[O-]